2-((1r,4r)-4-ethoxycyclohexylamino)-4-(tetrahydro-2H-pyran-4-ylamino)pyrimidine-5-carbonitrile C(C)OC1CCC(CC1)NC1=NC=C(C(=N1)NC1CCOCC1)C#N